N-hydroxy-2-(4-(2-(naphthalen-2-yl)acetamido)phenyl)acetamide ONC(CC1=CC=C(C=C1)NC(CC1=CC2=CC=CC=C2C=C1)=O)=O